dimorpholinylcarbamate N1(CCOCC1)N(C([O-])=O)N1CCOCC1